8-acetyl-2-(4,4-dimethylpiperidin-1-yl)-3,6-dimethylisoquinolin-4(3H)-one C(C)(=O)C=1C=C(C=C2C(C(N(CC12)N1CCC(CC1)(C)C)C)=O)C